ClC1=C(C=CC(=C1)CNCCC(=O)NCCCNC1=C2C=NNC2=CC(=C1)C1=NC=NC=C1)C1=CC=CC=C1 3-(((2-chloro-[1,1'-biphenyl]-4-yl)methyl)amino)-N-(3-((6-(pyrimidin-4-yl)-1H-indazol-4-yl)amino)propyl)propanamide